disilyldibenzophospholene [SiH3]C1=C(C2=C(PC3=C2C=CC=C3)C=C1)[SiH3]